8-Bromo-1,2,2-trimethyl-1,4-dihydropyrido[3,4-b]pyrazin-3(2H)-one BrC1=CN=CC=2NC(C(N(C21)C)(C)C)=O